3-(benzylsulfanyl)-5-propyl-[1,2,4]triazol C(C1=CC=CC=C1)SC1=NNC(=N1)CCC